NC1(CCCCC1)CC(=O)OC[C@H]1O[C@@]([C@@H]([C@@H]1O)O)(C#N)C1=CC=C2C(=NC=NN21)NC(CCC)=O ((2R,3S,4R,5R)-5-(4-butyramidopyrrolo[2,1-f][1,2,4]triazin-7-yl)-5-cyano-3,4-dihydroxytetrahydrofuran-2-yl)methyl 2-(1-aminocyclohexyl)acetate